S(=O)(=O)([O-])[O-].[Al+3].S(=O)(=O)([O-])[O-].S(=O)(=O)([O-])[O-].[Al+3] aluminium sulphate